ClC1=NC(=CC=C1C(=O)NS(=O)(=O)C1=NN(C=C1)CCC[C@H]1CC(N(C1)C(=O)OC(C)(C)C)(C)C)C1=CC(=CC(=C1)OCC(C)C)F tert-butyl (4S)-4-[3-[3-[[2-chloro-6-(3-fluoro-5-isobutoxy-phenyl)pyridine-3-carbonyl]sulfamoyl]pyrazol-1-yl]propyl]-2,2-dimethyl-pyrrolidine-1-carboxylate